(8-anti)-8-(2-cyclopropylmethoxy-4-trifluoromethyl-phenoxy)-3-(6-trifluoromethylpyridazin-3-yl)-3-azabicyclo[3.2.1]octane C1(CC1)COC1=C(OC2C3CN(CC2CC3)C=3N=NC(=CC3)C(F)(F)F)C=CC(=C1)C(F)(F)F